ClC=1C=C2C=NNC2=C(C1)C1(C[C@H]2C([C@H]2C1)NC(=O)NC)O 1-((1R,3r,5S,6r)-3-(5-chloro-1H-indazol-7-yl)-3-hydroxybicyclo[3.1.0]hexan-6-yl)-3-methylurea